2,6-dichloro-4-fluorobenzoic acid ClC1=C(C(=O)O)C(=CC(=C1)F)Cl